FC=1C=2N(C=C(C1)C1=CNC=3N=C(N=C(C31)OC)NC3CC(C3)(C)C(=O)N3CCCC3)C=CN2 ((1r,3r)-3-((5-(8-fluoroimidazo[1,2-a]pyridin-6-yl)-4-methoxy-7H-pyrrolo[2,3-d]pyrimidin-2-yl)amino)-1-methylcyclobutyl)(pyrrolidin-1-yl)methanone